ClC1=CC(N(C2=CC(=CC=C12)OC)C)=O 4-chloro-7-methoxy-1-methylquinolin-2(1H)-one